FC1(C(COC1)NC(N(CC1=C(C=NC=C1)C1=CC(=NN1)C)C)=O)F 3-(4,4-difluorotetrahydrofuran-3-yl)-1-methyl-1-[[3-(3-methyl-1H-pyrazol-5-yl)-4-pyridyl]methyl]urea